n-butyl-tetraethylene glycol borate B(O)(O)O.C(CCC)C(COCCOCCOCCO)O